CN1C2(CN(C2)C(=O)OC(C)(C)C)CNC1=O tert-butyl 5-methyl-6-oxo-2,5,7-triazaspiro[3.4]octane-2-carboxylate